FC(OC1=CC=C(C=C1)N1C(N=C(C2=C1C=C(S2)C(F)(F)F)NC)=O)F (4-(difluoromethoxy)phenyl)-4-(methylamino)-6-(trifluoromethyl)thieno[3,2-d]pyrimidin-2(1H)-one